FC=1C=C(C=CC1)NC(=O)NC1=CC(=CC(=C1)OC)F (3-fluorophenyl)-3-(3-fluoro-5-methoxyphenyl)urea